2-(6-amino-5-(4-(hydroxymethyl)phenethyloxy)pyridazin-3-yl)phenol NC1=C(C=C(N=N1)C1=C(C=CC=C1)O)OCCC1=CC=C(C=C1)CO